4-(1H-benzo[d]imidazol-5-yl)-N-(1-(tetrahydro-2H-pyran-4-yl)-1H-pyrazol-4-yl)pyrimidin-2-amine N1C=NC2=C1C=CC(=C2)C2=NC(=NC=C2)NC=2C=NN(C2)C2CCOCC2